FC1=CC(=C(C=C1)[C@@H]([C@H](C)OC([C@H](C)NC(=O)C1=NC=CC(=C1OC(CC)=O)OC)=O)C(C)C)C [(1S,2S)-2-(4-fluoro-2-methyl-phenyl)-1,3-dimethyl-butyl](2S)-2-[(4-methoxy-3-propanoyloxy-pyridine-2-carbonyl)amino]propanoate